ClC1=C(C=CC=C1)C1(OC(=C(C1=O)O)N)C 2-(2-chlorophenyl)-2-methyl-4-hydroxy-5-amino-3(2H)-furanone